CN1N=NC2=C1C=CC(=C2)CNC(=O)[C@H]2N(C[C@@H](C2)CC2CCC1(CC1)CC2)C(=O)OC(C)(C)C tert-butyl (2S,4R)-2-[(1-methylbenzotriazol-5-yl)methylcarbamoyl]-4-(spiro[2.5]octan-6-ylmethyl)pyrrolidine-1-carboxylate